NC[C@@H](CCCO)C (R)-5-amino-4-methyl-1-pentanol